1-[1-(2,6-dioxo-3-piperidyl)-3-methyl-2-oxo-benzimidazol-5-yl]piperidine-4-carboxylic acid hydrochloride Cl.O=C1NC(CCC1N1C(N(C2=C1C=CC(=C2)N2CCC(CC2)C(=O)O)C)=O)=O